3,4,5-trihydroxybenzoyl-N-((4-phenylthiazole-2-yl)aminomethylthio)benzamide OC=1C=C(C(=O)C2=C(C(=O)NSCNC=3SC=C(N3)C3=CC=CC=C3)C=CC=C2)C=C(C1O)O